FC=1C(=NC(=NC1)NC1=CC=C(C=C1)S(=O)(=O)NC)N1CCOC2(CCC2)C1 4-[(5-fluoro-4-{5-oxa-8-azaspiro[3.5]nonan-8-yl}pyrimidin-2-yl)amino]-N-methylbenzenesulfonamide